(S)-2-Cyclopropylethylene oxide C1(CC1)[C@H]1CO1